C1(=CC=CC=C1)C(C1=C(C(=CC2=NC3=CC=CC=C3C=C12)O)C)C1=CC=CC=C1 (2R,3S)-1-(diphenylmethyl)-2-methylacridin-3-ol